ClC1=CN=C2C(=N1)N(N=C2)C 6-chloro-1-methyl-1H-pyrazolo[3,4-b]pyrazine